(Z)-2,6-dimethyl-2,6-octadien-8-ol CC(C)=CCC\C(=C/CO)\C